CN(CC(=O)OCC([C@H](C[C@H]1C(NCC1)=O)NC([C@@H](NC(=O)C=1NC2=CC=CC(=C2C1)OC)CC(C)C)=O)=O)C (3S)-3-({N-[(4-methoxy-1H-indol-2-yl) carbonyl]-L-leucyl}amino)-2-oxo-4-[(3S)-2-oxopyrrolidin-3-yl]butyl N,N-dimethylglycinate